CC1=CC[C@H](CC1)C(C)(C)O 2-[(1s)-4-methyl-1-cyclohex-3-enyl]propan-2-ol